CC1=C(N(C(=O)NC1=O)COCCO)SC2=CC=CC=C2 The molecule is a pyrimidone that is thymine which is substituted at positions 1 and 6 by a (2-hydroxyethoxy)methyl group and a phenylsulfanyl group, respectively. It has a role as a HIV-1 reverse transcriptase inhibitor and an antiviral drug. It is a pyrimidone, an aryl sulfide and a primary alcohol. It derives from a thymine.